COC1=CC=CC(=C1C1=C(C=CC=C1OC)P(C=1OC=CC1)C=1OC=CC1)P(C=1OC=CC1)C=1OC=CC1 (6,6'-dimethoxy-[1,1'-biphenyl]-2,2'-diyl)bis(di(furan-2-yl)phosphine)